C(#N)C(C(=O)OCC)=NO[N+]1(CCOCC1)N(C)C (1-cyano-2-ethoxy-2-oxoethylideneaminooxy)dimethylamino-morpholinium